C(C)N1C(N(C(C(=C1)C(=O)NC1=CC(=C(C=C1)OC1=CC(=NC=2N1N=CC2)C2=CC=C(C=C2)OC)F)=O)C2=CC=C(C=C2)F)=O 1-ethyl-3-(4-fluorophenyl)-N-(3-fluoro-4-((5-(4-methoxyphenyl)pyrazolo[1,5-a]pyrimidin-7-yl)oxy)phenyl)-2,4-dioxo-1,2,3,4-tetrahydropyrimidine-5-carboxamide